4-methyl-1,2-oxazol-5-amine CC=1C=NOC1N